tert-butyl 2-(((1-(3-((1-(4-cyanophenyl)-2-oxo-2-(6'-(trifluoromethoxy) spiro[cyclopropane-1,3'-indolin]-1'-yl) ethyl) amino)-5-methoxyphenyl) ethylidene) amino)oxy)-2-methylpropanoate C(#N)C1=CC=C(C=C1)C(C(N1CC2(C3=CC=C(C=C13)OC(F)(F)F)CC2)=O)NC=2C=C(C=C(C2)OC)C(C)=NOC(C(=O)OC(C)(C)C)(C)C